(R)-2-methyl-3-[(triphenylmethyl)oxy]propanal C[C@@H](C=O)COC(C1=CC=CC=C1)(C1=CC=CC=C1)C1=CC=CC=C1